C(C)C=1C(NC2=CC(=CC=C2C1)C(C(C)C)N1CCN(CC1)C1=NC=C(C#N)C=C1)=O 6-(4-(1-(3-ethyl-2-oxo-1,2-dihydroquinolin-7-yl)-2-methylpropyl)piperazin-1-yl)nicotinonitrile